2-Chloro-7-formyl-7,8-dihydro-1,6-naphthyridine-6(5H)-carboxylic acid tert-butyl ester C(C)(C)(C)OC(=O)N1CC=2C=CC(=NC2CC1C=O)Cl